[Si](C)(C)(C(C)(C)C)OCCCC=1C(=C(C=NC1)N)OC 5-(3-((tert-butyldimethylsilyl)oxy)propyl)-4-methoxypyridin-3-amine